[OH-].C[N+](C)(C)C12CC3CC(CC(C1)C3)C2 N,N,N-trimethyladamantyl-ammonium hydroxide